6-[4-[acetyl-(cyclopropylmethyl)amino]-3-chloro-phenyl]-N-[(2-amino-4-pyridyl)methyl]pyridine-3-carboxamide C(C)(=O)N(C1=C(C=C(C=C1)C1=CC=C(C=N1)C(=O)NCC1=CC(=NC=C1)N)Cl)CC1CC1